CC1=NOC(=C1C1=CC(=NC=C1)OC1CN(CC1)C1=C(C(NN=C1)=O)C#N)C 5-(3-((4-(3,5-dimethylisoxazol-4-yl)pyridin-2-yl)oxy)pyrrolidin-1-yl)-3-oxo-2,3-dihydropyridazine-4-carbonitrile